C1(=CC=CC=C1)NCCO R-phenyl-glycinol